N1N=C(C=C1)CC=1SC2=C(N(C=3C(N(N=CC32)CC3=NC(=C(C=C3)F)Br)=O)C)N1 2-((1H-pyrazol-3-yl)methyl)-6-((6-bromo-5-fluoropyridin-2-yl)methyl)-4-methyl-4,6-dihydro-5H-thiazolo[5',4':4,5]pyrrolo[2,3-d]pyridazin-5-one